(3-phenyldibenzo[b,d]furan-1-yl)boronic acid C1(=CC=CC=C1)C=1C=C(C2=C(OC3=C2C=CC=C3)C1)B(O)O